ClC=1C=C(C=CC1OC(F)(F)F)N1C2=NC(=NC=C2N=C1C#C)N1CCN(CC1)C 9-(3-chloro-4-(trifluoromethoxy)phenyl)-8-ethynyl-2-(4-methylpiperazin-1-yl)-9H-purine